C1=CC=CC=2C3=CC=CC=C3N(C12)C1=C(C#N)C(=C(C(=C1C#N)N1C2=CC=CC=C2C=2C=CC=CC12)N1C2=CC=CC=C2C=2C=CC=CC12)N(C1=CC=CC=C1)C 2,4,5-tri(9-carbazolyl)-6-(N-methylanilino)isophthalonitrile